2-(1-methylhydrazino)-5-nitropyrimidine CN(N)C1=NC=C(C=N1)[N+](=O)[O-]